ClC1=CC=C(C=C1)NC1=NC=2N(C3=C1C=CN=C3)N=NC2C(=O)O 5-((4-chlorophenyl)amino)pyrido[4,3-e][1,2,3]triazolo[1,5-a]pyrimidine-3-carboxylic acid